3-(2,3-dichloro-phenyl)-2,6-dimethyl-1,4-dihydro-pyridine-3,5-dicarboxylic acid 3-(2-cyano-ethyl) ester 5-methyl ester COC(=O)C=1CC(C(NC1C)C)(C(=O)OCCC#N)C1=C(C(=CC=C1)Cl)Cl